(3-isopropoxyphenyl)methanone C(C)(C)OC=1C=C(C=CC1)C=O